CC1=CC(=CC(=N1)N1C(CC2=C1N=CN=C2)C(=O)O)C(F)(F)F 7-[6-methyl-4-(trifluoromethyl)pyridin-2-yl]-6,7-dihydro-5H-pyrrolo[2,3-d]pyrimidine-6-carboxylic acid